C(C)C1(CCC(CC1)O)NC(C(=O)C1=C(C(=C(N1C)C)C(=O)NC1=CC(=C(C=C1)F)C)C)=O 5-(2-(((1s,4s)-1-ethyl-4-hydroxycyclohexyl)amino)-2-oxoacetyl)-N-(4-fluoro-3-methylphenyl)-1,2,4-trimethyl-1H-pyrrole-3-carboxamide